OC1=CC(=C(C(=O)O)C=C1)C 4-Hydroxy-2-methyl-benzoic acid